C(C1=CC=CC=C1)O[C@H](COCC1=CC=CC=C1)[C@H]1O[C@](C[C@@H]2[C@H]1OC(O2)(C)C)(C(=O)OCC2=CC=CC=C2)F benzyl (3aR,4R,6S,7aR)-4-[(1R)-1,2-bis(benzyloxy)ethyl]-6-fluoro-2,2-dimethyltetrahydro-2H,4H-[1,3]dioxolo[4,5-c]pyran-6-carboxylate